4-(5-(1'-isobutyl-[1,4'-bipiperidin]-4-yl)-3-methyl-1H-indol-2-yl)-1-methyl-1H-pyrrolo[2,3-b]pyridine C(C(C)C)N1CCC(CC1)N1CCC(CC1)C=1C=C2C(=C(NC2=CC1)C1=C2C(=NC=C1)N(C=C2)C)C